(6aR,7R,10aS)-4-([1,1'-biphenyl]-4-yl)-7,10a-dimethyl-8-oxo-2-(quinolin-4-yl)-5,6,6a,7,8,10a-hexahydrobenzo[h]quinazoline-9-carbonitrile C1(=CC=C(C=C1)C1=NC(=NC=2[C@]3([C@H](CCC12)[C@H](C(C(=C3)C#N)=O)C)C)C3=CC=NC1=CC=CC=C31)C3=CC=CC=C3